3-vinylphenyl Ethylene Oxide C(=C)C=1C=C(C=CC1)C1CO1